3-((4-(thien-2-yl)-6-(trifluoromethyl)pyrimidin-2-yl)sulfinyl)propionic acid S1C(=CC=C1)C1=NC(=NC(=C1)C(F)(F)F)S(=O)CCC(=O)O